COC1=CC(C=C(C1)OC)CO (3,5-dimethoxycyclohexane-2,5-dien-1-yl)methanol